N-[(1S)-2-(1-bicyclo[1.1.1]pentanylamino)-1-(cyclopentylmethyl)-2-oxo-ethyl]-5-[1-[(5-chloro-2-methyl-3-pyridyl)amino]ethyl]thiophene-2-carboxamide C12(CC(C1)C2)NC([C@H](CC2CCCC2)NC(=O)C=2SC(=CC2)C(C)NC=2C(=NC=C(C2)Cl)C)=O